Cl.FC(C1=C(C=CC(=C1)C#CCN1CCN(CC1)CCC(=O)O)C1=CC=CC=C1)(F)F 3-(4-{3-[2-(trifluoromethyl)[1,1'-biphenyl]-4-yl]prop-2-ynyl}piperazin-1-yl)propionic acid monohydrochloride